N-[(2-Amino-3-pyridyl)sulfonyl]-6-(2-naphthyl)-2-[(4S)-2,2,4-trimethylpyrrolidin-1-yl]pyridin-3-carboxamid NC1=NC=CC=C1S(=O)(=O)NC(=O)C=1C(=NC(=CC1)C1=CC2=CC=CC=C2C=C1)N1C(C[C@@H](C1)C)(C)C